OC1=C(C(N(C2=NC=C(C=C12)C1=CC=C(C=C1)OC)CCN1CCOCC1)=O)C(=O)NC1CCC(CC1)C 4-hydroxy-6-(4-methoxyphenyl)-N-((1s,4s)-4-methylcyclohexyl)-1-(2-morpholinoethyl)-2-oxo-1,2-dihydro-1,8-naphthyridine-3-carboxamide